N-(2-(2-ethylpiperazin-1-yl)pyrimidin-4-yl)-1H-indazol-5-amine C(C)C1N(CCNC1)C1=NC=CC(=N1)NC=1C=C2C=NNC2=CC1